(1S,2R)-2-(((2-(2'-(4-Methyl-4H-1,2,4-triazol-3-yl)-[1,1'-biphenyl]-3-yl)-7-(trifluoromethyl)benzo[d]oxazol-5-yl)methyl)amino)cyclopentan-1-ol CN1C(=NN=C1)C1=C(C=CC=C1)C1=CC(=CC=C1)C=1OC2=C(N1)C=C(C=C2C(F)(F)F)CN[C@H]2[C@H](CCC2)O